BrC1=C(C=C(C=C1)F)NCS(=O)(=O)NC(C1=CC=CC=C1)=O N-((2-Bromo-5-fluorophenyl)aminomethanesulfonyl)benzamide